phenyl-dipropyl-ammonium hydroxide [OH-].C1(=CC=CC=C1)[NH+](CCC)CCC